benzhydryl-2,2-dimethylpropylideneamine C(C1=CC=CC=C1)(C1=CC=CC=C1)N=CC(C)(C)C